ClC1=CNC2=NC=C(C=C21)C=2C=C1N(N2)CCC12CCN(CC2)C(C(C)C)=O 1-[2'-(3-chloro-1H-pyrrolo[2,3-b]pyridin-5-yl)-5',6'-dihydrospiro[piperidine-4,4'-pyrrolo[1,2-b]pyrazol]-1-yl]-2-methylpropan-1-one